O1C(CC(=[Se])C2=CC=CC=C12)C1=CC=CC=C1 selenoflavanone